FC=1C=C(CNC=2C=CC=C3C(=CC=NC23)C=2C=CC(=NC2)C#N)C=CC1OC(F)(F)F 5-(8-((3-fluoro-4-(trifluoromethoxy)benzyl)amino)quinolin-4-yl)picolinonitrile